CN1N=CC=C1C(=O)N[C@H](C(=O)O)C(C1=CC=CC=C1)C1=CC=CC=C1 (S)-2-(1-methyl-1H-pyrazole-5-carboxamido)-3,3-diphenylpropanoic acid